5-[(6,7-difluoro-4-isopropylsulfanyl-1H-indol-5-yl)oxy]-2-fluoro-benzamidine FC1=C(C(=C2C=CNC2=C1F)SC(C)C)OC=1C=CC(=C(C(=N)N)C1)F